OC1(C[C@H]2C([C@H]2C1)NC(C)=O)C1=C2C=NNC2=CC(=C1)C(F)(F)F N-((1R,3r,5S,6r)-3-hydroxy-3-(6-(trifluoromethyl)-1H-indazol-4-yl)bicyclo[3.1.0]hexan-6-yl)acetamide